FC(C)(S(=O)(=O)[O-])F 2,2-difluoro-2-ethanesulfonate